2-[(3R)-3-methyl[1,4'-bipiperidin]-1'-yl]-1,3-thiazole C[C@H]1CN(CCC1)C1CCN(CC1)C=1SC=CN1